FC(CN1N=C(C(=C1)NC1=NC=CC(=N1)C1=CC=CC(=N1)C1=CC(=NN1)C1(C(N(CC1)C)=O)O)OC)F 3-(5-(6-(2-((1-(2,2-difluoroethyl)-3-methoxy-1H-pyrazol-4-yl)amino)pyrimidin-4-yl)pyridin-2-yl)-1H-pyrazol-3-yl)-3-hydroxy-1-methylpyrrolidin-2-one